BrC=1C=C2CC(CC2=CC1Br)NC1=NC=CC(=N1)C N-(5,6-dibromo-2,3-dihydro-1H-inden-2-yl)-4-methylpyrimidin-2-amine